BrC1=NC(=CC=C1)C1=NN=CN1C1=CC=C(C=C1)C 2-Bromo-6-(4-(p-tolyl)-4H-1,2,4-triazol-3-yl)pyridine